CN(C(=O)C1=CC(=NN1C)NC=1SC(=CN1)C(=O)NC1=C(C(=CC=C1C)OC)C)C 2-[[5-(Dimethylcarbamoyl)-1-methyl-pyrazol-3-yl]amino]-N-(3-methoxy-2,6-dimethyl-phenyl)thiazole-5-carboxamide